C1=CC=[N+](C=2C=CC3=C(C12)C=CC=C3)[O-] benzo[f]quinoline 4-oxide